OCC=1C=C(C=CC1)NC(CC1=C(C=CC=C1)Br)=O N-(3-(hydroxymethyl)phenyl)-2-(2-bromophenyl)acetamide